N-(7-cyano-6-fluoro-1-(1-methylcyclobutyl)-1H-benzo[d]imidazol-2-yl)-2-(2,2,3,3-tetrafluorocyclobutyl)acetamide C(#N)C1=C(C=CC2=C1N(C(=N2)NC(CC2C(C(C2)(F)F)(F)F)=O)C2(CCC2)C)F